O1CCN(CC1)C1=CC(=NC=2N1N=C(C2)C2OCCC2)N2N=C1C(=C2)COCC1 2-(7-morpholino-2-(tetrahydrofuran-2-yl)pyrazolo[1,5-a]pyrimidin-5-yl)-2,4,6,7-tetrahydropyrano[4,3-c]pyrazole